CC(C)(C)C=1C=C(C=C(C1O)C)CC(C(=O)OCC)C 3-(1,1-dimethylethyl)-4-hydroxy-α,5-dimethyl-benzenepropanoic acid, ethyl ester